C1=CC=CC=2C3=CC=CC=C3C(C12)COC(=O)NC(C(=O)O)CC=1C=NC(=NC1)C(=O)OC(C)(C)C 2-((((9H-fluoren-9-yl)methoxy)carbonyl)amino)-3-(2-(tert-butoxycarbonyl)pyrimidin-5-yl)propanoic acid